1-(6-(4-(6-hydroxy-8-quinolinyl)-5,6,7,8-tetrahydro-2-quinazolinyl)-2,6-diazaspiro[3.4]octan-2-yl)-2-propen-1-one OC=1C=C2C=CC=NC2=C(C1)C1=NC(=NC=2CCCCC12)N1CC2(CN(C2)C(C=C)=O)CC1